CO[C@@H]1[C@H]([C@H]2OC(OC[C@H]2O[C@H]1C(=O)O)(C)C)N1N=NC(=C1)C1=CC(=C(C(=C1)F)F)F (4aR,6R,7R,8R,8aR)-7-methoxy-2,2-dimethyl-8-(4-(3,4,5-trifluorophenyl)-1H-1,2,3-triazol-1-yl)hexahydropyrano[3,2-d][1,3]dioxine-6-carboxylic acid